3-((R)-3-((S)-3-(3-(1,1-difluoro-2-hydroxyethylsulfonyl)phenoxy)-2-hydroxypropylamino)-1-oxa-8-azaspiro[4.5]decan-8-ylsulfonyl)-1-ethylquinolin-4(1H)-one FC(CO)(S(=O)(=O)C=1C=C(OC[C@H](CN[C@H]2COC3(C2)CCN(CC3)S(=O)(=O)C3=CN(C2=CC=CC=C2C3=O)CC)O)C=CC1)F